fluoro-N,N-dimethyl-4-(1-(piperidin-4-yl)azetidin-3-ylamino)benzamide FC1=C(C(=O)N(C)C)C=CC(=C1)NC1CN(C1)C1CCNCC1